2',2'''-(propane-1,3-diylbis(oxy))bis(3-(2,7-di-tert-butylanthracen-9-yl)-5'-fluoro-3'-methyl-5-(2,4,4-trimethylpentan-2-yl)-[1,1'-biphenyl]-2-ol) C(CCOC1=C(C=C(C=C1C)F)C=1C(=C(C=C(C1)C(C)(CC(C)(C)C)C)C=1C2=CC(=CC=C2C=C2C=CC(=CC12)C(C)(C)C)C(C)(C)C)O)OC1=C(C=C(C=C1C)F)C=1C(=C(C=C(C1)C(C)(CC(C)(C)C)C)C=1C2=CC(=CC=C2C=C2C=CC(=CC12)C(C)(C)C)C(C)(C)C)O